CN1N=CC(=C1)C=1OC2=C(C1)C(CCC2)=O 2-(1-methyl-1H-pyrazol-4-yl)-6,7-dihydrobenzofuran-4(5H)-one